(5aR,5bS,7aS,8S,10aS,10bR)-5a,7a-dimethyl-2-((3-morpholinopropyl)amino)-5,5a,5b,6,7,7a,8,9,10,10a,10b,11-dodecahydro-4H-cyclopenta[7,8]phenanthro[2,1-d]thiazol-8-yl butyrate C(CCC)(=O)O[C@H]1CC[C@@H]2[C@@]1(CC[C@@H]1[C@]3(CCC=4N=C(SC4C3=CC[C@@H]21)NCCCN2CCOCC2)C)C